3-(N-(3-chloro-1H-indol-7-yl)sulfamoyl)benzoic acid ClC1=CNC2=C(C=CC=C12)NS(=O)(=O)C=1C=C(C(=O)O)C=CC1